hydroxybenzotriazole ammonium salt [NH4+].OC1=CC=CC=2NN=NC21